[Si](C)(C)(C(C)(C)C)OCC=1N(C2=C(C=NC(=C2C(C1)=O)OC[C@H]1OC(OC1)(C)C)Cl)C1=C(C=CC=C1Cl)Cl 2-{[(tert-butyldimethylsilyl)oxy]Methyl}-8-chloro-1-(2,6-dichlorophenyl)-5-{[(4R)-2,2-dimethyl-1,3-dioxolan-4-yl]Methoxy}-1,4-dihydro-1,6-naphthyridin-4-one